FC=1C=C(C=CC1OC)[C@H](CC(=O)OCC)NC(C(CCCC=C)CO)=O ethyl (3S)-3-(3-fluoro-4-methoxyphenyl)-3-(2-(hydroxymethyl)hept-6-enamido)propanoate